C(CC)OC(C(CP(=O)(C1=CC=CC=C1)OCCC)C)=O 3-(propoxyphenylphosphinyl)-2-methyl-propionic acid propyl ester